didecyl-pentaerythritol bisphosphite P(O)(O)O.P(O)(O)O.C(CCCCCCCCC)C(O)(C(CO)(CO)CO)CCCCCCCCCC